1-(6,7-dihydro-5H-benzo[6,7]cyclohepta[1,2-c]pyridazin-3-yl)-N3-(7-(4-(ethoxycarbonylmethyl)piperazin-1-yl)-6,7,8,9-tetrahydro-5H-benzo[7]annulene-2-yl)-1H-1,2,4-triazole-3,5-diamine N1=NC(=CC2=C1C1=C(CCC2)C=CC=C1)N1N=C(N=C1N)NC=1C=CC2=C(CCC(CC2)N2CCN(CC2)CC(=O)OCC)C1